O1C=C(C=C1)C=1C=CC2=C(N=C(O2)N)C1 5-(furan-3-yl)-2-aminobenzoxazole